(1S,3R)-3-(2-(dimethylamino)acetamido)-N-(4-(4-fluoro-1-isopropyl-1H-benzo[d]imidazol-6-yl)-5-methylpyridin-2-yl)cyclohexane-1-carboxamide CN(CC(=O)N[C@H]1C[C@H](CCC1)C(=O)NC1=NC=C(C(=C1)C=1C=C(C2=C(N(C=N2)C(C)C)C1)F)C)C